(6-(2-((1-methylazetidin-3-yl)amino)pyrrolo[2,1-f][1,2,4]triazin-5-yl)imidazo[1,2-a]pyridin-3-yl)(pyrrolidin-1-yl)methanone CN1CC(C1)NC1=NN2C(C=N1)=C(C=C2)C=2C=CC=1N(C2)C(=CN1)C(=O)N1CCCC1